(R)-N-(1-(6,7-difluoro-1-oxo-1,2-dihydroisoquinolin-4-yl)ethyl)-N-methylindolizine-6-carboxamide FC=1C=C2C(=CNC(C2=CC1F)=O)[C@@H](C)N(C(=O)C1=CN2C=CC=C2C=C1)C